O1COC2=C1C=CC(=C2)C=2C(=C(C=CC2)P([O-])([O-])=O)C2C1=CC=CC=C1C=1C=CC=CC21 Benzo[d][1,3]dioxol-5-yl(9H-fluoren-9-yl)(S)-phenylphosphonate